C12CC(CC(CC1)N2)CN2C[C@H]1N(C=3C(=NN=C(C3)C3=C(C=CC=C3)O)NC1)CC2 2-((6aS)-8-((8-azabicyclo[3.2.1]octan-3-yl)methyl)-6,6a,7,8,9,10-hexahydro-5H-pyrazino[1',2':4,5]pyrazino[2,3-c]pyridazin-2-yl)phenol